C1(CC2C(CC1)O2)CC[Si](OCCC)(OCCC)OCCC 2-(3,4-epoxycyclohexyl)-ethyltri-n-propoxysilane